NC1=C(C(=NC(=C1F)C1=CC=C2C=CNC2=C1F)C(=O)OCCCC)Cl butyl 4-amino-3-chloro-5-fluoro-6-(7-fluoro-1H-indol-6-yl)pyridine-2-carboxylate